P(O)(=O)(OP(=O)(O)OP(=O)(O)O)OC[C@@H]1[C@H]([C@H]([C@@](O1)(N1C=NC=2C(N)=NC=NC12)N=[N+]=[N-])O)O azidoadenosine-5'-triphosphate